N-(methoxysuccinyl)-L-alanyl-L-prolyl-L-valine COC(C(=O)N[C@@H](C)C(=O)N1[C@@H](CCC1)C(=O)N[C@@H](C(C)C)C(=O)O)CC(=O)O